(+/-)-N5-((trans)-2-(2-Hydroxyethyl)cyclopropyl)-N7-methyl-3-phenyl-2,3-dihydrobenzofuran-5,7-dicarboxamide OCC[C@H]1[C@@H](C1)NC(=O)C=1C=C(C2=C([C@H](CO2)C2=CC=CC=C2)C1)C(=O)NC |&1:14|